ClC=1C=C(C=CC1F)C1=CSC2=C1C(N(C=C2)CC(=O)N2CC(C2)(CF)F)=O 3-(3-chloro-4-fluorophenyl)-5-(2-(3-fluoro-3-(fluoromethyl)azetidin-1-yl)-2-oxoethyl)thieno[3,2-c]pyridin-4(5H)-one